C(C)(CC)[N+](=CCCC1=C(C=C(C=C1)CC(C)C)C)[O-] N-(sec-butyl)-3-(4-isobutyl-2-methylphenyl)propan-1-imine oxide